CN1C(=NC(=C1)C)N1CCC(CC1)CN1C2=NC(=NC=C2N(C1=O)C)C1=C(C=CC=C1)C(C)C 9-((1-(1,4-dimethyl-1H-imidazol-2-yl)piperidin-4-yl)methyl)-2-(2-isopropylphenyl)-7-methyl-7,9-dihydro-8H-purin-8-one